FC(CN1N=CC=2C1=NC(=CN2)NC2COC1(CN(C1)C1=NC=CC(=C1)C(F)(F)F)C2)F N-[1-(2,2-difluoroethyl)-1H-pyrazolo[3,4-b]pyrazin-6-yl]-2-[4-(trifluoromethyl)pyridin-2-yl]-5-oxa-2-azaspiro[3.4]octan-7-amine